CN1N=CC(=C1)C1CCC(CC1)OC1=C2C=C(C=NC2=CC(=N1)N1CCOCC1)OCCN1CCOCC1 4-(5-(((1s,4s)-4-(1-methyl-1H-pyrazol-4-yl)cyclohexyl)oxy)-3-(2-morpholinoethoxy)-1,6-naphthyridin-7-yl)morpholine